3-nitro-2-deoxy-β-D-galactosyl azide [N+](=O)([O-])[C@]1(C[C@@H](O[C@@H]([C@@H]1O)CO)N=[N+]=[N-])O